ClC=1N(C2=CC=C(C=C2C1\C=N\NC(=O)C=1OC2=C(C1)C=C(C=C2)C)OC(F)(F)F)CCOCC (E)-N'-{[2-chloro-1-(2-ethoxyethyl)-5-(trifluoromethoxy)-1H-indol-3-yl]methylene}-5-methylbenzofuran-2-carbohydrazide